CC1=NC(=NC=C1S(=O)(=O)N1CC2(C1)CC(C2)N2CC1(COC1)C2)C(F)(F)F 6-(2-((4-methyl-2-(trifluoromethyl)pyrimidin-5-yl)sulfonyl)-2-azaspiro[3.3]hept-6-yl)-2-oxa-6-azaspiro[3.3]heptane